N-{(6R,7aR)-7,7-difluoro-2-[6-methyl-4-(2,4,6-trifluorophenyl)-1,2-benzoxazol-3-yl]-3-oxohexahydro-1H-pyrrolo[1,2-c]imidazol-6-yl}methanesulfonamide FC1([C@@H](CN2C(N(C[C@@H]21)C2=NOC1=C2C(=CC(=C1)C)C1=C(C=C(C=C1F)F)F)=O)NS(=O)(=O)C)F